(S)-N-(4-(1-(3-(cyanomethyl)-1-((trifluoromethyl)sulfonyl)azetidin-3-yl)-3-methyl-1,2,3,6-tetrahydropyridin-4-yl)-1H-pyrrolo[2,3-b]pyridin-6-yl)cyclopropylcarboxamide C(#N)CC1(CN(C1)S(=O)(=O)C(F)(F)F)N1C[C@H](C(=CC1)C1=C2C(=NC(=C1)NC(=O)C1CC1)NC=C2)C